(S)-2-(1-(4-(5-(4-amino-2-chloro-4,6-dihydrospiro[cyclopenta[d]thiazole-5,4'-piperidin]-1'-yl)-6-(hydroxymethyl)pyrazin-2-ylsulfanyl)-3-chloropyridin-2-yl)azetidin-3-yl)propan-2-ol N[C@@H]1C=2N=C(SC2CC12CCN(CC2)C=2N=CC(=NC2CO)SC2=C(C(=NC=C2)N2CC(C2)C(C)(C)O)Cl)Cl